1,3-di-(1-methylimidazolyl)-2-propanol tetrafluoroborate F[B-](F)(F)F.CN1C(=NC=C1)CC(CC=1N(C=CN1)C)O